tert-Butyl 2-((6-(tert-butyl)pyrimidin-4-yl)ethynyl)-5-((1-ethoxy-2-methyl-1-oxopropan-2-yl)thio)-1H-indole-1-carboxylate C(C)(C)(C)C1=CC(=NC=N1)C#CC=1N(C2=CC=C(C=C2C1)SC(C(=O)OCC)(C)C)C(=O)OC(C)(C)C